O=C1NC(CCC1N1C(C2=CC=C(C=C2C1=O)OCCCOC1CCN(CC1)C(=O)OC(C)(C)C)=O)=O tert-butyl 4-(3-((2-(2,6-dioxopiperidin-3-yl)-1,3-dioxoisoindolin-5-yl)oxy)propoxy)piperidine-1-carboxylate